Cl.BrC1=C(N)C(=CC(=C1)C(C(F)(F)F)(C(F)(F)F)F)C(F)(F)F 2-bromo-4-(perfluoroprop-2-yl)-6-(trifluoromethyl)aniline Hydrogen chloride